N1(C=NC2=C1C=CC=C2)C2=CC=C(C=C2)NC(=O)NC=2N(N=C(C2)C(C)(C)C)C2=CC=C(C=C2)OC(F)(F)F 1-(4-benzoimidazol-1-yl-phenyl)-3-[5-tert-butyl-2-(4-trifluoromethoxy-phenyl)-2H-pyrazol-3-yl]-urea